1-(tert-butyl)-4-(3-fluoro-5-(4,4,5,5-tetramethyl-1,3,2-dioxaborolan-2-yl)phenyl)piperazine C(C)(C)(C)N1CCN(CC1)C1=CC(=CC(=C1)B1OC(C(O1)(C)C)(C)C)F